tetraphenyl-p-diaminobiphenyl C1(=CC=CC=C1)C1=C(C(=C(C(C1(C1=CC=CC=C1)N)C1=CC=CC=C1)C1=CC=CC=C1)N)C1=CC=CC=C1